5-methyl-2,4-dinitroaniline CC=1C(=CC(=C(N)C1)[N+](=O)[O-])[N+](=O)[O-]